1-ethyl-8-[ethyl(p-tolyl)amino]-2,2,4-trimethyl-1,2-dihydro-3'H-spiro[chromeno[2,3-g]quinoline-11,1'-isobenzofuran]-3'-one C(C)N1C(C=C(C2=CC3=C(C=C12)C1(OC(C2=CC=CC=C12)=O)C=1C=CC(=CC1O3)N(C3=CC=C(C=C3)C)CC)C)(C)C